4,4-difluorocyclohexyl ((S)-3-cyclohexyl-1-(((S)-1-hydroxy-3-((S)-2-oxopyrrolidin-3-yl) propan-2-yl)amino)-1-oxopropan-2-yl)carbamate C1(CCCCC1)C[C@@H](C(=O)N[C@H](CO)C[C@H]1C(NCC1)=O)NC(OC1CCC(CC1)(F)F)=O